N[C@@H](CCC(=O)N([C@@H](CS)C(=O)O)C(CC[C@H](N)C(=O)O)=O)C(=O)O bis-γ-glutamylcysteine